4-(3-(3,5-dimethyl-1H-pyrazol-1-yl)-5-methoxyphenoxy)-7-methoxyquinoline-6-carboxamide CC1=NN(C(=C1)C)C=1C=C(OC2=CC=NC3=CC(=C(C=C23)C(=O)N)OC)C=C(C1)OC